ClC1=NC(=C2N=CN(C2=N1)C(CC)CC)NCC=1C(NC(=C2CCCCC12)C)=O 4-(((2-chloro-9-(pentan-3-yl)-9H-purin-6-yl)amino)methyl)-1-methyl-5,6,7,8-tetrahydroisoquinolin-3(2H)-one